C(C)(C)(C)C1=CC=C(C=C1)N(C(=O)C1N(CC(C1)O)C(=O)OC(C)(C)C)C(C(=O)NC1CCCCC1)C=1C=NC=CC1 tert-butyl 2-((4-(tert-butyl)phenyl)(2-(cyclohexylamino)-2-oxo-1-(pyridin-3-yl)ethyl)carbamoyl)-4-hydroxypyrrolidine-1-carboxylate